5-(((2-(4-(1,2-bis(4-hydroxyphenyl)but-1-en-1-yl)phenoxy)ethyl)(methyl)amino)methyl)-2-(2,6-dioxopiperidin-3-yl)-6-fluoroisoindoline-1,3-dione OC1=CC=C(C=C1)C(=C(CC)C1=CC=C(C=C1)O)C1=CC=C(OCCN(C)CC=2C=C3C(N(C(C3=CC2F)=O)C2C(NC(CC2)=O)=O)=O)C=C1